ClC1=NC(=CC(=C1[N+](=O)[O-])C)Cl 2,6-Dichloro-4-methyl-3-nitropyridine